C(C)O[Si]1(N(CCC1)CCC[Si](OCC)(OCC)OCC)OCC 2,2-Diethoxy-1-(3-triethoxysilylpropyl)aza-2-silacyclopentane